aminoazo-diamine NNN=NN